C(C)(C)(C)N1N=CC(=C1)NC(CC1=CC(=C(OC2=CC=NC3=CC=C(C=C23)SC2CN(C2)C(=O)OC(C)(C)C)C=C1)C)=O tert-butyl 3-((4-(4-(2-((1-(tert-butyl)-1H-pyrazol-4-yl)amino)-2-oxoethyl)-2-methylphenoxy)quinolin-6-yl)thio)azetidine-1-carboxylate